C(C)(=O)C1=C(C=CC=C1)NS(=O)=O.[Na] Sodium N-(2-acetylphenyl)sulfonamide